FC=1C=C2C(=NC(=NC2=CC1OCCCN1CCCCC1)N1N=CC=C1)NC1COCCC1 6-fluoro-7-(3-(piperidin-1-yl)propoxy)-2-(1H-pyrazol-1-yl)-N-(tetrahydro-2H-pyran-3-yl)quinazolin-4-amine